N(=NC(=O)[O-])C(=O)[O-] AZODICARBOXYLATE